FC(SC1=C2C=CNC2=CC(=C1OC=1C=C(C=CC1)C=1NC(=NN1)CC=1C=C(C=CC1)CCC(=O)OCC)F)F ethyl 3-(3-((5-(3-((4-((difluoromethyl)thio)-6-fluoro-1H-indol-5-yl)oxy)phenyl)-4H-1,2,4-triazol-3-yl)methyl)phenyl)propanoate